3-chloro-6-(1-methylpyrazinyl)-pyridazine ClC=1N=NC(=CC1)C1N(C=CN=C1)C